ClC1=NC=C(C(=N1)NC1=CC(=CC=C1)S(NC(CO)(C)C)(=O)=O)Cl 2,5-Dichloro-N4-(3-[N-(1-hydroxy-2-methylpropan-2-yl)sulfamoyl]phenyl)pyrimidin-4-amine